ClC=1C=CC=C2C(C=C(OC12)C1=C(C=C(OCCOC2CC(C2)C(=O)O)C=C1)N1CCOCC1)=O 3-[2-[4-(8-chloro-4-oxo-chromen-2-yl)-3-morpholino-phenoxy]ethoxy]cyclobutanecarboxylic acid